((3R)-1-((1-(4-((tert-butyloxycarbonyl)cyclohexa-2,4-dien-1-yl)piperidin-4-yl)methyl)pyrrolidin-3-yl)methoxy)benzoic acid C(C)(C)(C)OC(=O)C1(C=CC=CC1)C1(CCNCC1)CN1C[C@@H](CC1)COC1=C(C(=O)O)C=CC=C1